C(C)NCC(CC[SiH2]C(OC)OC)(C)C N-ethyl-4-amino-3,3-dimethylbutyldimethoxymethylsilane